OC1=C(C=C(C=C1)/C=C/C(=O)OCC)OC Ethyl (E)-3-(4-hydroxy-3-methoxyphenyl)acrylate